S(CCN)CCN 2,2'-thio-diethanamine